O1NC(C(C2=C1C=CC=C2)C#N)=O benzoxazin-3(4H)-onecarbonitrile